FURAZANOBENZIMIDAZOL N=1ON=C2C=CC3=C(N=CN3)C21